methyl 4-{3-chloro-4-[(3,5-difluoropyridin-2-yl)methoxy]-6-methyl-2-oxopyridin-1-yl}-3'-fluoro-5-methyl-[2,4'-bipyridine]-2'-carboxylate ClC=1C(N(C(=CC1OCC1=NC=C(C=C1F)F)C)C1=CC(=NC=C1C)C1=C(C(=NC=C1)C(=O)OC)F)=O